FC=1C=C2/C(/C(NC2=CC1)=O)=C/C=1OC=CC1 (Z)-5-fluoro-3-(furan-2-ylmethylene)indolin-2-one